(R)-3-hydroxybutyl (R)-3-hydroxybutanoate O[C@@H](CC(=O)OCC[C@@H](C)O)C